[Sn](=O)=O tin (IV)-oxide